C(#N)C=1C=CC(=NC1)NC(=O)N1CCCC2=CC(=C(N=C12)C=O)C1CC1 N-(5-cyanopyridin-2-yl)-6-cyclopropyl-7-formyl-3,4-dihydro-1,8-naphthyridine-1(2H)-carboxamide